4-(1-(bis(3-chlorophenyl)methyl)piperidin-4-yl)-7-chloro-1-methyl-1,4-dihydropyrido[2,3-b]pyrazine-2,3-dione ClC=1C=C(C=CC1)C(N1CCC(CC1)N1C2=C(N(C(C1=O)=O)C)C=C(C=N2)Cl)C2=CC(=CC=C2)Cl